(R)-1-methoxypropane-2-amine COC[C@@H](C)N